Natrium 2-phenylpropan-2-olat C1(=CC=CC=C1)C(C)(C)[O-].[Na+]